O=S1(CCCC1)=NC1=CC=CC=C1C#N 6-[(1-oxo-1λ6-thiolan-1-ylidene)amino]benzonitrile